4-[4-(5,6-Difluoro-1,3-benzooxazol-2-yl)piperidin-1-yl]-1-methyl-2-oxo-1,2-dihydroquinoline-3-carbonitrile FC=1C(=CC2=C(N=C(O2)C2CCN(CC2)C2=C(C(N(C3=CC=CC=C23)C)=O)C#N)C1)F